C(C)OC(=O)C=1C=NN(C1C(F)(F)F)C1=C(C=CC=C1)Br 1-(2-bromophenyl)-5-(trifluoromethyl)-1H-pyrazole-4-carboxylic acid ethyl ester